ClC1=NC(=CC=C1C#N)C=1CCOC1 2-chloro-6-(2,3-dihydrofuran-4-yl)pyridine-3-carbonitrile